(1-Methyl-1H-imidazol-5-yl)methyl (7-fluoro-6-(8-methyl-2,3-dihydro-1H-pyrido[2,3-b][1,4]oxazin-7-yl)isoquinolin-3-yl)carbamate FC1=C(C=C2C=C(N=CC2=C1)NC(OCC1=CN=CN1C)=O)C1=C(C2=C(OCCN2)N=C1)C